4-((tert-Butyldimethylsilyl)oxy)butanoic acid [Si](C)(C)(C(C)(C)C)OCCCC(=O)O